(Z)-methyl 2-((4-((6-((2,6-dimethoxybenzyl)sulfonyl)-3-oxo-3,4-dihydro-2H-benzo[b][1,4]thiazin-2-ylidene)methyl)phenyl)amino)acetate COC1=C(CS(=O)(=O)C2=CC3=C(S\C(\C(N3)=O)=C/C3=CC=C(C=C3)NCC(=O)OC)C=C2)C(=CC=C1)OC